methyl 1-(2-(2-(prop-2-yn-1-yloxy) ethoxy) ethyl)-1H-pyrazole-5-carboxylate C(C#C)OCCOCCN1N=CC=C1C(=O)OC